tert-Butyl 2-[1-[6-methyl-2-(1-methylindazol-5-yl)-4-oxo-chromen-8-yl]ethylamino]benzoate CC=1C=C2C(C=C(OC2=C(C1)C(C)NC1=C(C(=O)OC(C)(C)C)C=CC=C1)C=1C=C2C=NN(C2=CC1)C)=O